C(C)(C)(C)OC(=O)N1CCN(CC1)C1=C(C=CC(=C1)S(N(CCC)C)(=O)=O)OC 4-[2-Methoxy-5-[methyl-(propyl)sulfamoyl]phenyl]piperazine-1-carboxylic acid tert-butyl ester